ClC1=C(C(=C2C(=N1)N(C=N2)[C@@H]2[C@@H]1[C@H]([C@@H]3[C@H]2OC(O3)(C)C)C1)NCC)Cl 5,6-dichloro-3-((3aR,3bR,4aS,5R,5aS)-2,2-dimethylhexahydrocyclopropa[3,4]cyclopenta[1,2-d][1,3]dioxol-5-yl)-N-ethyl-3H-imidazo[4,5-b]pyridin-7-amine